COCCN1N=CC(=C1)C1=CC=C2C(=CNC2=C1)C([C@H](C1=CC=CC=C1)NCCC1=CC=C(C(=O)N)C=C1)=O |r| (S)- and (R)-4-(2-((2-(6-(1-(2-methoxyethyl)-1H-pyrazol-4-yl)-1H-indol-3-yl)-2-oxo-1-phenylethyl)amino)ethyl)benzamide